4-methoxyphenyl 2,4,6-tri-O-acetyl-3-O-benzyl-D-glucopyranoside C(C)(=O)O[C@H]1C(OC2=CC=C(C=C2)OC)O[C@@H]([C@H]([C@@H]1OCC1=CC=CC=C1)OC(C)=O)COC(C)=O